BrCCN1SC(N(C1=O)CC(C)C)=O 2-(2-Bromoethyl)-4-isobutyl-1,2,4-thiadiazolidine-3,5-dione